4-Cyclohexylmethoxy-7H-furo[3,2-g][1]benzopyran-7-one C1(CCCCC1)COC1=C2C(=CC3=C1C=CC(O3)=O)OC=C2